Propan-2-yl 3-(5-cyano-pyrazin-2-yl)-2-{[(1,2,3,5,6,7-hexahydro-s-indacen-4-yl)-carbamoyl]oxy}propanoate C(#N)C=1N=CC(=NC1)CC(C(=O)OC(C)C)OC(NC1=C2CCCC2=CC=2CCCC12)=O